lithium(I) perchlorate Cl(=O)(=O)(=O)[O-].[Li+]